FC(OC1=CC=C(C=C1)B(O)O)(F)F 4-trifluoromethoxyphenylboronic acid